CN1C(=NN=C1)SC(C)C=1C=C(C(=O)NC2=NC(=CC=C2)C(F)(F)F)C=CC1 3-(1-((4-methyl-4H-1,2,4-triazol-3-yl)thio)ethyl)-N-(6-(trifluoromethyl)pyridin-2-yl)benzamide